1-carbobenzoxy-4-ethyl-pyrrole-3-carboxylic acid C(=O)(OCC1=CC=CC=C1)N1C=C(C(=C1)CC)C(=O)O